[Cu].[Sn].[W] tungsten-tin-copper